[H-].[Na+].OC[C@@H](COCCCCCCCCCCCCCCCCCC)OC1=CC(=C(C#N)C=C1)OC(C)C (S)-4-((1-hydroxy-3-(octadecyloxy)propan-2-yl)oxy)-2-isopropoxybenzonitrile Sodium hydride